{4-[3-(difluoromethyl)-[1,2,4]triazolo[4,3-a]pyridin-6-yl]phenyl}[trans-4-{[4-(pentafluoro-λ6-sulfanyl)phenyl]amino}cyclohexyl](imino)-λ6-sulfanone FC(C1=NN=C2N1C=C(C=C2)C2=CC=C(C=C2)S(=O)(=N)[C@@H]2CC[C@H](CC2)NC2=CC=C(C=C2)S(F)(F)(F)(F)F)F